OC=1C=C(C=CC1OC)C=CC(=O)C1=CC=C(C=C1)C(C)C 3-(3-Hydroxy-4-methoxyphenyl)-1-(4-propan-2-ylphenyl)prop-2-en-1-one